1-Trihydroxymethyl-propane triacrylate C(C=C)(=O)O.C(C=C)(=O)O.C(C=C)(=O)O.OC(CCC)(O)O